BrC1=CN(CC=2CCCCC12)C 4-bromo-2-methyl-5,6,7,8-tetrahydroisoquinoline